ethyl acryloate C(C=C)(=O)OCC